BrC1=C(N(N=C1)CCOC)CO [4-bromo-2-(2-methoxyethyl)pyrazol-3-yl]methanol